NC1=C(C=C(C(=O)OC)C=C1)NCC1(CC1)CF methyl 4-amino-3-[[1-(fluoromethyl)cyclopropyl]methylamino]benzoate